cis-2-(2-amino-2-oxoacetyl)-7-methyl-N-(3,4,5-trifluorophenyl)-2,3,3a,4,10,10a-hexahydro-1H,7H-dipyrrolooxathiazocine-8-carboxamide 5,5-dioxide NC(C(=O)C1CC2C(C3C(C(NS(O2)(=O)=O)C)N(CC3)C(=O)NC3=CC(=C(C(=C3)F)F)F)N1)=O